O[C@H]1[C@@H](COCC1)NC=1N(C(C2=CN=CC(=C2C1)C1=CC=C(C=C1)C(F)(F)F)=O)C (((3R,4R)-4-hydroxytetrahydro-2H-pyran-3-yl)amino)-2-methyl-5-(4-(trifluoromethyl)phenyl)-2,7-naphthyridin-1(2H)-one